3-(3-(difluoromethoxy)phenyl)-1-(2-hydroxypropyl)-N-(3-methyl-1,1-dioxidothietan-3-yl)-1H-pyrazolo[4,3-b]pyridine-6-carboxamide FC(OC=1C=C(C=CC1)C1=NN(C=2C1=NC=C(C2)C(=O)NC2(CS(C2)(=O)=O)C)CC(C)O)F